COC1=C(CN(S(=O)(=O)C2=C(C=C(C=C2F)N2C[C@@]([C@@H](CC2)O)(CCC2=CC(=CC=C2)C(F)(F)F)N(C)C)F)C2=NC=NC=C2)C=CC(=C1)OC N-(2,4-dimethoxybenzyl)-4-((3R,4R)-3-(dimethylamino)-4-hydroxy-3-(3-(trifluoromethyl)phenethyl)-piperidin-1-yl)-2,6-difluoro-N-(pyrimidin-4-yl)benzenesulfonamide